CN1CCC(CC1)N1N=CC(=C1)B1OC(C(O1)(C)C)(C)C 1-methyl-4-[4-(4,4,5,5-tetramethyl-1,3,2-dioxaborol-2-yl)pyrazol-1-yl]piperidine